ClC1=C(C=CC=C1C1=C(C(=NC=C1)C1=CC(=C(C=C1)C=O)OC)Cl)NC(=O)C1=CC=C(C=N1)CN(C(OC(C)(C)C)=O)CCO tert-butyl ((6-((2-chloro-3-(3-chloro-2-(4-formyl-3-methoxyphenyl)pyridin-4-yl)phenyl)carbamoyl)pyridin-3-yl)methyl)(2-hydroxyethyl)carbamate